ClC=1C=C(C=CC1OC(F)F)N1C(C2=CC=CC=C2[C@@H]([C@H]1C1=CC2=C(OCCO2)C=C1)C(=O)O)=O |r| (3S,4S) and (3R,4R)-2-[3-chloro-4-(difluoromethoxy)phenyl]-3-(2,3-dihydro-1,4-benzodioxin-6-yl)-1-oxo-1,2,3,4-tetrahydroisoquinoline-4-carboxylic acid